2-amino-6-((3R)-2-(2,6-dioxopiperidin-3-yl)-4-fluoro-3-methyl-1-oxoisoindolin-5-yl)-4-methylnicotinonitrile NC1=C(C#N)C(=CC(=N1)C=1C(=C2[C@H](N(C(C2=CC1)=O)C1C(NC(CC1)=O)=O)C)F)C